cyclohexylsulfonyl-(3-trifluoromethylphenyl-sulfonyl)diazomethane C1(CCCCC1)S(=O)(=O)C(=[N+]=[N-])S(=O)(=O)C1=CC(=CC=C1)C(F)(F)F